C(CCCCCCCCCCCCCCCCC)(=O)OC1CC(N(C(C1)(C)C)O)(C)C 1-hydroxy-2,2,6,6-tetramethylpiperidin-4-yl stearate